ON1CN(CN(C1)O)O 1,3,5-trihydroxys-triazine